(3aR,5r,6aS)-2-((4-(Difluoromethoxy)phenyl)sulfonyl)-5-(4-methylpiperidin-1-yl)octahydrocyclopenta[c]pyrrole FC(OC1=CC=C(C=C1)S(=O)(=O)N1C[C@@H]2[C@H](C1)CC(C2)N2CCC(CC2)C)F